O=C1NC=C(C=C1C(=O)N)C(=O)N e-2-oxo-1,2-dihydropyridine-3,5-dicarboxamide